C(#N)C(C)(C)NC(=O)C1=NC=CC(=C1)NC(CC(C)C1=CC=C(C=C1)F)=O N-(1-cyano-1-methyl-ethyl)-4-[3-(4-fluorophenyl)butyrylamino]pyridine-2-carboxamide